sodium D-aspartate N[C@H](CC(=O)[O-])C(=O)[O-].[Na+].[Na+]